3-[4-(2-Hydroxyethyl)-1-piperazinyl]propanesulfonic acid hydrate O.OCCN1CCN(CC1)CCCS(=O)(=O)O